ClC1=NC=C(C(=C1)NC=1N=CC=2CCC3=C(C2C1F)NC1=C3C(NCC1)=O)C(=O)N1CC(C(C1)F)F 2-((2-chloro-5-(3,4-difluoropyrrolidine-1-carbonyl)pyridin-4-yl)amino)-1-fluoro-5,6,8,9,10,11-hexahydro-7H-pyrido[3',4':4,5]pyrrolo[2,3-f]isoquinolin-7-one